3-(5-Ethyl-1,3-thiazol-2-yl)-5-[(3S)-tetrahydro-furan-3-yloxy]benzoic acid C(C)C1=CN=C(S1)C=1C=C(C(=O)O)C=C(C1)O[C@@H]1COCC1